FC1=CC=C(C=C1)C=1C(=C(C=NC1C)C(=O)NC1=CC(=C(C=C1)OC1=CC=NC2=CC(=CN=C12)C(=C)C)F)O 5-(4-fluorophenyl)-N-[3-fluoro-4-[(7-prop-1-en-2-yl-1,5-naphthyridin-4-yl)oxy]phenyl]-4-hydroxy-6-methylpyridine-3-carboxamide